ClC1=CC=C2C(=N1)N(C=C2C=2C(=NC=CC2OC2CC2)OC([2H])([2H])[2H])COCC[Si](C)(C)C 6-chloro-3-(4-cyclopropoxy-2-(methoxy-d3)pyridin-3-yl)-1-((2-(trimethylsilyl)ethoxy)methyl)-1H-pyrrolo[2,3-b]pyridine